C(#N)C1=C(N=C(C=2CCCCC12)N1C[C@H]2C([C@@H](C1)C2)CC(=O)O)N2[C@H](CC2)C 2-((1r,5S,6S)-3-(4-cyano-3-((S)-2-methylazetidin-1-yl)-5,6,7,8-tetrahydroisoquinolin-1-yl)-3-azabicyclo[3.1.1]heptan-6-yl)acetic acid